N,N-dimethyl-4,5,6,7-tetrahydropyrazolo[1,5-a]pyrazine-2-carboxamide CN(C(=O)C1=NN2C(CNCC2)=C1)C